N-(5-chloro-2-(2-methoxyethoxy)phenyl)-2-(2-chlorophenyl)acetamide ClC=1C=CC(=C(C1)NC(CC1=C(C=CC=C1)Cl)=O)OCCOC